(R)-3-(5-methyl-2-oxopyrazin-1(2H)-yl)piperidine-1-carboxylic acid 4-nitrophenyl ester [N+](=O)([O-])C1=CC=C(C=C1)OC(=O)N1C[C@@H](CCC1)N1C(C=NC(=C1)C)=O